6-(3-(2-chloro-4-((5-cyclopropyl-3-(2,6-dichloro-4-methylphenyl)isoxazol-4-yl)methoxy)phenyl)-3-hydroxyazetidin-1-yl)-5-fluoronicotinic acid ClC1=C(C=CC(=C1)OCC=1C(=NOC1C1CC1)C1=C(C=C(C=C1Cl)C)Cl)C1(CN(C1)C1=NC=C(C(=O)O)C=C1F)O